2,4-dichloro-N-(4-chloro-2-{[(2-ethoxyphenyl)amino]-carbonyl}phenyl)benzamide ClC1=C(C(=O)NC2=C(C=C(C=C2)Cl)C(=O)NC2=C(C=CC=C2)OCC)C=CC(=C1)Cl